diphenyl-butylphosphine C1(=CC=CC=C1)P(CCCC)C1=CC=CC=C1